3-amino-N-[4-fluoro-2-(piperazin-1-yl)-5,6,7,8-tetrahydroquinolin-6-yl]-4,6-dimethylthieno[2,3-b]pyridine-2-carboxamide NC1=C(SC2=NC(=CC(=C21)C)C)C(=O)NC2CC=1C(=CC(=NC1CC2)N2CCNCC2)F